4-[5-[(1R)-2-amino-1-hydroxyethyl]pyridin-2-yl]-3-[2-methyl-5-(2-methylphenyl)pyrazol-3-yl]oxybenzonitrile NC[C@H](O)C=1C=CC(=NC1)C1=C(C=C(C#N)C=C1)OC=1N(N=C(C1)C1=C(C=CC=C1)C)C